FC1=CC=C(C=C1)C1=C(N=C(O1)C(C)O)N1C(N=C2C(=C1)C=CN2C(F)(F)F)=O 3-[5-(4-fluorophenyl)-2-(1-hydroxyethyl)-1,3-oxazol-4-yl]-7-(trifluoromethyl)-2H,3H,7H-pyrrolo[2,3-d]pyrimidin-2-one